6-methyl-2,3-dihydrobenzo[B][1,4]-dioxin-5,8-dione CC=1C(C2=C(OCCO2)C(C1)=O)=O